C(C)OC1=C(C(N(C=C1)C1=CC=C(C=C1)F)=O)C(=O)O 4-ethoxy-1-(4-fluorophenyl)-2-keto-1,2-dihydropyridine-3-carboxylic acid